OC1=C(C=C(C(=C1)O)[N+](=O)[O-])CC(C)=O 2,4-dihydroxy-5-nitro-phenylpropanone